ClC1=NC=CC=C1C1OCCO1 2-chloro-3-(1,3-dioxolan-2-yl)pyridine